COC(=O)C1=C(C=C2CCN(CC2=C1)C(=O)OC(C)(C)C)F 6-fluoro-3,4-dihydroisoquinoline-2,7(1H)-dicarboxylic acid 2-(tert-butyl) 7-methyl ester